COC1=CC=C(C=C1)N1N=C(NC1=O)[C@@H]1CN(CCC1)C(=O)OC(C)(C)C tert-butyl (s)-3-(1-(4-methoxyphenyl)-5-oxo-4,5-dihydro-1H-1,2,4-triazol-3-yl)piperidine-1-carboxylate